C(C=C)(=O)N1[C@@H](CCCC1)C1=NC(=C2N1C=CN=C2N)C2=CC=C(C(=O)NC=1SC(=CN1)CC)C=C2 (S)-4-(3-(1-acryloylpiperidin-2-yl)-8-aminoimidazo[1,5-a]pyrazin-1-yl)-N-(5-ethylthiazol-2-yl)benzamide